[C].[Si].[Si].[Si].[Ti] titanium trisilicon carbon